BIOXAN O1C(CCCC1)C1OCCCC1